N-((6-bromopyridin-3-yl)(2,3-dichloro-6-hydroxyphenyl)methyl)acetamide BrC1=CC=C(C=N1)C(NC(C)=O)C1=C(C(=CC=C1O)Cl)Cl